N-((7-(3-Cyano-5-fluorophenoxy)-3-hydroxy-2,3-dihydro-1H-inden-4-yl)(methyl)(oxo)λ6-sulfanylidene)cyanamide C(#N)C=1C=C(OC=2C=CC(=C3C(CCC23)O)S(=NC#N)(=O)C)C=C(C1)F